3-(4-isopropoxyphenyl)-4-nitro-butan-1-one C(C)(C)OC1=CC=C(C=C1)C(CC=O)C[N+](=O)[O-]